[Mg+2].P(=O)([O-])([O-])[O-].[NH4+] Ammonium phosphate magnesium salt